[Na].[Zr].[Pb] lead zirconium sodium